n-docosyl octyl ketone C(CCCCCCC)C(=O)CCCCCCCCCCCCCCCCCCCCCC